COC1=CC=C(C=C1)C(N1CN=C2C=CC=C(C2=C1)C)C1=CC=C(C=C1)OC 3-(bis(4-methoxyphenyl)methyl)-5-methylquinazolin